6-(cyclopropanecarboxamido)-4-((2-methoxy-3-(1-(prop-2-yn-1-yl)-1H-1,2,4-triAzol-3-yl)phenyl)amino)-N-(methyl-d3)pyridazine-3-carboxamide C1(CC1)C(=O)NC1=CC(=C(N=N1)C(=O)NC([2H])([2H])[2H])NC1=C(C(=CC=C1)C1=NN(C=N1)CC#C)OC